BrC1=C(C=CC=C1)COC1=NOC(=C1)C(C(=O)N1[C@@H](C[C@H](C1)O)C(=O)NCC1=CC=C(C=C1)C1=C(N=CS1)C)C(C)C (2S,4R)-1-(2-{3-[(2-bromophenyl)methoxy]-1,2-oxazol-5-yl}-3-methylbutanoyl)-4-hydroxy-N-{[4-(4-methyl-1,3-thiazol-5-yl)phenyl]methyl}pyrrolidine-2-carboxamide